C(#N)C=1C(OC(C1C1=CC=C(C=C1)N(C)CCCCO)(C)C)=C(C#N)C#N 3-cyano-4-(4-((4-hydroxybutyl)(methyl)amino)phenyl)-5,5-dimethylfuran-2(5H)-ylidenemalononitrile